CN(C(=O)NCC1=CC(=CC=C1)N1N=CC=C1)[C@H]1CN(CCC1)C=1N=NC=CC1 1-methyl-3-{[3-(1H-pyrazol-1-yl)phenyl]methyl}-1-[(3R)-1-(pyridazin-3-yl)piperidin-3-yl]urea